2-[(9R)-6,9-dimethyl-7-oxo-1,6,8,17-tetraazatricyclo[8.5.2.013,16]heptadec-10(17),11,13(16),14-tetraen-15-yl]-5-methoxy-3-methyl-imidazo[1,2-a]pyridine-7-carboxylic acid ethyl ester C(C)OC(=O)C1=CC=2N(C(=C1)OC)C(=C(N2)C2=CC=1C=CC=3[C@H](NC(N(CCCCN2C1N3)C)=O)C)C